C(#N)C1(CCCC1)C(=O)N1C[C@H]2SC3=C([C@@H]1C2)C=NC=C3C#N (2S,5S)-4-(1-cyanocyclopentane-1-carbonyl)-2,3,4,5-tetrahydro-2,5-methanopyrido[3,4-f][1,4]thiazepine-9-carbonitrile